CC(CC=1NC=2C(=NC(=CC2C2=CC=CC=C2)C2=CC=CC=C2)N1)C 2-(2-methylpropyl)-5,7-diphenyl-1H-imidazo[4,5-b]pyridine